1-(1-acryloyl-6-methylpiperidin-3-yl)-5-amino-3-(4-(4-chloro-2-fluorophenoxy)phenyl)-1H-pyrazole-4-carboxamide C(C=C)(=O)N1CC(CCC1C)N1N=C(C(=C1N)C(=O)N)C1=CC=C(C=C1)OC1=C(C=C(C=C1)Cl)F